N1CCC(CC1)N1C(NC2=C1C=CC=C2)=O 1-(piperidin-4-yl)-2,3-dihydro-1H-1,3-benzodiazol-2-one